NC1=C(C2=C(C=C(C=C2C=C1)S(=O)(=O)O)OC)O 2-amino-1-hydroxy-8-methoxy-Naphthalene-6-sulfonic acid